eugenol-formaldehyde C1(=C(O)C(=CC(CC=C)=C1)C=O)OC